BrC1=CC2=C(NC(=C2)C(=O)OC)S1 methyl 2-bromo-6H-thieno[2,3-b]pyrrole-5-carboxylate